4-cyanoindole C(#N)C1=C2C=CNC2=CC=C1